C(CCCCCCCCCCCCCCC)(=O)OCCCCCCCCCCCCCCCC hexadecan-1-yl palmitate